C[SiH2]O[Si](C)(C)C Tetramethyldisiloxan